(S)-N-((S)-2,2-difluoro-1-(1-neopentyl-6-(2-(trifluoromethyl)phenyl)-1H-indol-3-yl)ethyl)-2-methylpropane-2-sulfinamide FC([C@H](C1=CN(C2=CC(=CC=C12)C1=C(C=CC=C1)C(F)(F)F)CC(C)(C)C)N[S@@](=O)C(C)(C)C)F